tert-Butyl N-[3-methyl-5-[[2-[(2S,5R)-5-methyl-2-(1H-thieno[2,3-c]pyrazol-5-yl)-1-piperidyl]-2-oxo-acetyl]amino]-2-pyridyl]carbamate CC=1C(=NC=C(C1)NC(C(=O)N1[C@@H](CC[C@H](C1)C)C1=CC2=C(NN=C2)S1)=O)NC(OC(C)(C)C)=O